(2S,4R)-4-fluoro-N-[(S)-phenyl[4-(propan-2-yl)phenyl]methyl]-1-[3-(pyrazin-2-yl)propanoyl]pyrrolidine-2-carboxamide F[C@@H]1C[C@H](N(C1)C(CCC1=NC=CN=C1)=O)C(=O)N[C@H](C1=CC=C(C=C1)C(C)C)C1=CC=CC=C1